FC1=CC(=CC2=C1CN([C@H](CO2)C)C(=O)OC(C)(C)C)C2=NOC(=N2)C(F)(F)F Tert-butyl (S)-6-fluoro-3-methyl-8-(5-(trifluoromethyl)-1,2,4-oxadiazol-3-yl)-2,3-dihydrobenzo[f][1,4]oxazepine-4(5H)-carboxylate